CC=1N=C2N(N=C(C=C2C)C(=O)N)C1 2,8-dimethylimidazo[1,2-b]pyridazine-6-carboxamide